(hydroxyl-phenyl)methane OC1=C(C=CC=C1)C